(R)-1-phenylethyl 4-(6-(1-methyl-1H-pyrazol-4-yl)pyrazolo[1,5-a]pyridin-3-yl)piperazine-1-carboxylate CN1N=CC(=C1)C=1C=CC=2N(C1)N=CC2N2CCN(CC2)C(=O)O[C@H](C)C2=CC=CC=C2